NCC1=CC(=C(C=C1)COC1=CC=C(C=C1)NC(=O)NCC=1C=C2CN(C(C2=CC1)=O)C1C(NC(CC1)=O)=O)OC(C)C 1-(4-{[4-(aminomethyl)-2-(propan-2-yloxy)phenyl]methoxy}phenyl)-3-{[2-(2,6-dioxopiperidin-3-yl)-1-oxo-2,3-dihydro-1H-isoindol-5-yl]methyl}urea